C(#N)C(=O)N cyano(carboxamide)